BrC1=C(C=NN1CC)CN1N=C(N=C1)C 1-((5-bromo-1-ethyl-1H-pyrazol-4-yl)methyl)-3-methyl-1H-1,2,4-triazol